6-(((1S,3S)-3-((5-(2,2,2-trifluoroethoxyl)pyrimidin-2-yl)amino)cyclopentylamino)pyridin-3-yl)-6,7-dihydro-5H-pyrrolo[3,4-b]pyridin-5-one FC(COC=1C=NC(=NC1)N[C@@H]1C[C@H](CC1)NC1=NC=CC=C1N1CC2=NC=CC=C2C1=O)(F)F